N-(2-((2R,3R)-1-ethyl-2-methylpiperidin-3-yl)-5-fluorothieno[2,3-b]pyridin-4-yl)-4-fluorobenzo[d]thiazol-5-amine C(C)N1[C@@H]([C@@H](CCC1)C1=CC=2C(=NC=C(C2NC=2C=CC3=C(N=CS3)C2F)F)S1)C